COC=1C=C2C(=CN1)NC(C2(C)C)=O 5-methoxy-3,3-dimethyl-1,3-dihydro-pyrrolo[2,3-c]pyridin-2-one